2-(5-bromothien-2-yl)-3-hydroxy-7-methoxy-4H-chromen-4-one BrC1=CC=C(S1)C=1OC2=CC(=CC=C2C(C1O)=O)OC